ClC1=CC=C(S1)CNC1=CC(=NN1C(C(CC)(C)C)=O)C=1C(N(C=CC1)CCC(=O)O)=O 3-[3-(5-{[(5-chlorothiophen-2-yl)methyl]amino}-1-(2,2-dimethylbutanoyl)-1H-pyrazol-3-yl)-2-oxo-1,2-dihydropyridin-1-yl]propanoic acid